C(#N)C=1C=C(CCOC(=O)N[C@@H](CC2=CC=C(C=C2)C)B(O)O)C=C(C1)C=C(C(=O)N(CC)CC)C#N (R)-(1-(((3-cyano-5-(2-cyano-3-(diethylamino)-3-oxoprop-1-en-1-yl)phenethyloxy)Carbonyl)amino)-2-(p-tolyl)ethyl)boronic acid